(E)-3-(1,3-benzodioxol-5-yl)-N-phenyl-N-(tetrahydrofuran-2-ylmethyl)-prop-2-enamide O1COC2=C1C=CC(=C2)/C=C/C(=O)N(CC2OCCC2)C2=CC=CC=C2